ClC1=C(C(=C(C=C1F)F)Cl)F 1,3-dichloro-2,4,6-trifluoro-benzene